N[C@H](C(=O)OCC)COC(C)(C)C ethyl (S)-2-amino-3-t-butoxypropionate